C(C1=CC=CC=C1)OC[C@@H]1[C@H](C1)C(=O)NC1CCC(CC1)O (1S,2S)-2-((benzyloxy)methyl)-N-((1r,4R)-4-hydroxycyclohexyl)cyclopropane-1-carboxamide